CC1=C(C=C(C=C1)C)C1=CC=CC(=N1)C=O 6-(2,5-dimethylphenyl)picolinaldehyde